C(\C=C(/C)\CCC=C(C)C)OC\C=C(/C)\CCC=C(C)C Digeranyl ether